NC1=CC=C(CN=C(N(C)C)N)C=C1 (4-aminobenzyl)-1,1-dimethyl-guanidine